2-chloro-5-iodo-4-(methylsulfanyl)-7-tosyl-7H-pyrrolo[2,3-d]pyrimidine ClC=1N=C(C2=C(N1)N(C=C2I)S(=O)(=O)C2=CC=C(C)C=C2)SC